C1(=CC=CC=C1)N(C1=CC=C(C=C1)C1=CC=C(C=C1)N(C1=CC=C(C=C1)N(C=1C=C(C=CC1)C)C1=CC=CC=C1)C1=CC=CC=C1)C1=CC=C(C=C1)N(C=1C=C(C=CC1)C)C1=CC=CC=C1 N,N'-diphenyl-N,N'-di-[4-(phenyl-m-tolyl-amino)-phenyl]-biphenyl-4,4'-diamine